BrC1=NC(=C2N1CCN(C2)CCC(F)(F)F)C(=O)OCC ethyl 3-bromo-7-(3,3,3-trifluoropropyl)-5,6,7,8-tetrahydroimidazo[1,5-a]pyrazine-1-carboxylate